9-chloro-5-methyl-11-iodo-5H-dibenzo[b,e][1,4]diazepine ClC1=CC=CC2=C1N=C(C1=C(N2C)C=CC=C1)I